2-(4-(4-fluoropiperidin-1-yl)styryl)benzo[d]thiazole FC1CCN(CC1)C1=CC=C(C=CC=2SC3=C(N2)C=CC=C3)C=C1